bis(2-(2-(2-methoxyethoxy)ethoxy) ethyl) monoiodophosphate P(=O)(OCCOCCOCCOC)(OCCOCCOCCOC)I